(s)-amphetamine N[C@@H](C)CC1=CC=CC=C1